CC1=C(C(=O)OCC2=CC=C(C=C2)C)C=CC=C1 4-methylbenzyl 2-methylbenzoate